ClC=1C(=C(OC2CCC(CC2)(C(=O)O)CC2=NC(=CC=C2)NC=2SC=CN2)C=CC1)F 4-(3-chloro-2-fluoro-phenoxy)-1-[[6-(thiazol-2-ylamino)-2-pyridinyl]methyl]cyclohexanecarboxylic acid